C(C)(C)(C)C=1NC(=C(N1)C1=CC=C2C(=N1)N(C(=N2)N)CC(C)(C)C)C2=CC=C(C=C2)F 5-(2-(tert-butyl)-5-(4-fluorophenyl)-1H-imidazole-4-yl)-3-neopentyl-3H-imidazo[4,5-b]pyridine-2-amine